((2R,3S,4R,5R)-5-((2-chloro-4-(cyclopentylamino)pyrrolo[2,1-f][1,2,4]triazine-7-yl)methyl)-3,4-dihydroxytetrahydrofuran-2-yl)methyl 2,2,2-trifluoroacetate FC(C(=O)OC[C@H]1O[C@@H]([C@@H]([C@@H]1O)O)CC1=CC=C2C(=NC(=NN21)Cl)NC2CCCC2)(F)F